COC1=CC=C(C=C1)NCCC[Si](OC)(OC)OC N-(p-methoxyphenyl)-gamma-aminopropyltrimethoxysilane